OCC(C(NCC(NCC1C(O1)C(=O)OC)=O)=O)NC(OC(C)(C)C)=O methyl 3-(7-(hydroxymethyl)-11,11-dimethyl-3,6,9-trioxo-10-oxa-2,5,8-triazadodecyl)oxirane-2-carboxylate